BrC1=CC(=C(NC2=CC(=C(C(=O)OC)C(=C2)OC)OC)C=C1)[N+](=O)[O-] methyl 4-(4-bromo-2-nitro-anilino)-2,6-dimethoxy-benzoate